[3-{[(dimethylamino)methylidene]Sulfamoyl}-4-(4,4,5,5-tetramethyl-1,3,2-dioxaborolan-2-yl)phenyl]5-bromo-2-(propan-2-yloxy)pyrimidine CN(C)C=NS(=O)(=O)C=1C=C(C=CC1B1OC(C(O1)(C)C)(C)C)C1=NC(=NC=C1Br)OC(C)C